1-(2-(5-(4-(hydroxymethyl)phenyl)-1H-imidazol-2-yl)piperidin-1-yl)-2-(methylsulfinyl)propan-1-one OCC1=CC=C(C=C1)C1=CN=C(N1)C1N(CCCC1)C(C(C)S(=O)C)=O